glycerin monoerucate succinate C(CCC(=O)O)(=O)O.C(CCCCCCCCCCC\C=C/CCCCCCCC)(=O)O.OCC(O)CO